CO[C@@H](C(=O)N1CC=2NN=C(C2C1)NC(C1=CC=C(C=C1)N1CCNCC1)=O)C1=CC=CC=C1 (R)-N-(5-(2-methoxy-2-phenylacetyl)-1,4,5,6-tetrahydropyrrolo[3,4-c]pyrazol-3-yl)-4-(piperazin-1-yl)benzamide